5-[4-(2-Methylpropyl)-3-(trifluoromethyl)phenyl]-3,6-dihydro-2H-1,3,4-oxadiazin-2-one CC(CC1=C(C=C(C=C1)C1=NNC(OC1)=O)C(F)(F)F)C